2-chloro-3-(pyridin-4-yl)pyrazine ClC1=NC=CN=C1C1=CC=NC=C1